tert-butyl (E)-(6-(cyclopropylcarbamoyl)-7-hydroxy-3-(3-morpholino-3-oxoprop-1-en-1-yl)-4-neopentyl-5-oxo-4,5-dihydropyrazolo[1,5-a]pyrimidine-2-yl)carbamate C1(CC1)NC(=O)C=1C(N(C=2N(C1O)N=C(C2\C=C\C(=O)N2CCOCC2)NC(OC(C)(C)C)=O)CC(C)(C)C)=O